(3S)-4-(6-chloro-7-(8-chloronaphthalen-1-yl)-8-fluoro-2-(((S)-1-methylpyrrolidin-2-yl)methoxy)quinazolin-4-yl)-3-methylpiperazine-1-carboxylic acid tert-butyl ester C(C)(C)(C)OC(=O)N1C[C@@H](N(CC1)C1=NC(=NC2=C(C(=C(C=C12)Cl)C1=CC=CC2=CC=CC(=C12)Cl)F)OC[C@H]1N(CCC1)C)C